(3r,4r)-4-fluoro-1-(1-((5-methoxypyridin-2-yl)methyl)-1H-benzo[d]imidazol-2-yl)piperidin-3-amine F[C@H]1[C@@H](CN(CC1)C1=NC2=C(N1CC1=NC=C(C=C1)OC)C=CC=C2)N